Ethyl (E,Z)-3-(4-cyanophenyl)but-2-enoate C(#N)C1=CC=C(C=C1)/C(=C/C(=O)OCC)/C